CC1([C@H](C1)C(=O)N1CC2(C1)CN(C[C@H]2COCC2=CC=C(C=C2)C(F)(F)F)C(=O)C2=CN=CS2)C ((S)-2-((s)-2,2-dimethylcyclopropane-1-carbonyl)-8-(((4-(trifluoromethyl)benzyl)oxy)methyl)-2,6-diazaspiro[3.4]octan-6-yl)(thiazol-5-yl)methanone